t-butyl 8-bromo-6-hydroxy-3,4-dihydroisoquinoline-2(1H)-carboxylate BrC=1C=C(C=C2CCN(CC12)C(=O)OC(C)(C)C)O